(S)-4-(4-(((1,4-dioxan-2-yl)methyl)amino)-5-chloro-6-oxopyridazin-1(6H)-yl)-N-(4-cyano-2-fluorophenyl)-N-(difluoromethyl)piperidine-1-sulfonamide O1[C@H](COCC1)CNC=1C=NN(C(C1Cl)=O)C1CCN(CC1)S(=O)(=O)N(C(F)F)C1=C(C=C(C=C1)C#N)F